4-(6-(2-(3-methylbenzylidene)hydrazinyl)-9-(3-(trifluoromethoxy)phenyl)-9H-purin-2-yl)morpholine CC=1C=C(C=NNC2=C3N=CN(C3=NC(=N2)N2CCOCC2)C2=CC(=CC=C2)OC(F)(F)F)C=CC1